5-hydroxydispiro[adamantane-2,3'-[1,2,4,5]tetraoxane-6',1''-cyclohexan]-3''-yl (4-nitrophenyl) carbonate C(OC1CC2(CCC1)OOC1(OO2)C2CC3CC(CC1C3)(C2)O)(OC2=CC=C(C=C2)[N+](=O)[O-])=O